4-(4-(5-carbamoyl-2-chloro-3-isopropoxyphenoxy)but-2-yn-yl)piperidine-1-carboxylic acid tert-butyl ester C(C)(C)(C)OC(=O)N1CCC(CC1)CC#CCOC1=C(C(=CC(=C1)C(N)=O)OC(C)C)Cl